N1=NC(=CC=C1)OC1=CC=C(C#N)C=C1 4-(pyridazin-3-yloxy)benzonitrile